C1(=CC=C(C=C1)N(C1=CC2=C(SC3=C2C=C(C=C3)C=3C=CC=2N(C4=CC=CC=C4C2C3)C3=CC=CC=C3)C=C1)C1=CC=C(C=C1)C1=CC=CC=C1)C1=CC=CC=C1 N,N-bis([1,1'-biphenyl]-4-yl)-8-(9-phenyl-9H-carbazol-3-yl)dibenzo[b,d]thiophen-2-amine